1,2-bis(3,5-dit-butyl-4-hydroxyhydrocinnamoyl)hydrazine C(C)(C)(C)C=1C=C(CCC(=O)NNC(CCC2=CC(=C(C(=C2)C(C)(C)C)O)C(C)(C)C)=O)C=C(C1O)C(C)(C)C